FC1=CC=C(C=C1)S(=O)(=O)NC1=C(C(=O)NC=2SC=C(N2)C2=CC=C(C=C2)C)C=CC=C1 2-((4-fluorophenyl)sulfonylamino)-N-(4-(4-methylphenyl)thiazole-2-yl)benzamide